C1(CC1)N(C1CC1)C[C@H]1CN(CC1)C(=O)OC(C)(C)C tert-butyl (S)-3-((dicyclopropylamino)methyl)pyrrolidine-1-carboxylate